(R)-4-(2-(4-amino-2-(2,2-difluoroethyl)phenoxy)ethyl)-2-methylpiperazine-1-carboxylic acid tert-butyl ester C(C)(C)(C)OC(=O)N1[C@@H](CN(CC1)CCOC1=C(C=C(C=C1)N)CC(F)F)C